Methylcatechol CC1=C(C(O)=CC=C1)O